1-[(S)-4-(2,3-dihydro-[1,4]dioxino-[2,3-b]pyridin-3-yl)-benzyl]-spiro-[3H-indole-3,4'-piperidine] O1C[C@@H](OC2=NC=CC=C21)C2=CC=C(CN1CC3(CCNCC3)C3=CC=CC=C13)C=C2